tert-butyl-(4-iodobutoxy)-dimethyl-silane C(C)(C)(C)[Si](C)(C)OCCCCI